2-fluoro-2-methyl-N-(6-(1-methyl-5-(piperidin-1-ylmethyl)-1H-pyrazol-4-yl)isoquinolin-3-yl)propanamide FC(C(=O)NC=1N=CC2=CC=C(C=C2C1)C=1C=NN(C1CN1CCCCC1)C)(C)C